N1CC(OCC1)C(C(=O)OCC)CC1=CC=CC=C1 Ethyl 2-[morpholin-2-yl]-3-phenyl-propanoate